benzyl (R)-2-(((benzyloxy)carbonyl)amino)-3-(7-methylthieno[3,2-b]pyridine-2-carboxamido)propanoate C(C1=CC=CC=C1)OC(=O)N[C@@H](C(=O)OCC1=CC=CC=C1)CNC(=O)C1=CC2=NC=CC(=C2S1)C